NCCC(C1=CC=C(C=C1)C(F)(F)F)N1C[C@@H](N(C[C@H]1CC)C=1C2=C(N(C(N1)=O)C)C=CC(=N2)Cl)CC 4-((2S,5R)-4-(3-amino-1-(4-(trifluoromethyl)phenyl)propyl)-2,5-diethylpiperazin-1-yl)-6-chloro-1-methylpyrido[3,2-d]pyrimidin-2(1H)-one